(S)-(1-((2-methylpiperidin-1-yl)methyl)cyclopropyl)methanol C[C@@H]1N(CCCC1)CC1(CC1)CO